1-(1-butylindazol-6-yl)-3-[(1R)-2-hydroxy-1-phenyl-ethyl]urea C(CCC)N1N=CC2=CC=C(C=C12)NC(=O)N[C@@H](CO)C1=CC=CC=C1